(6-bromopyridin-3-yl)(4-fluorophenyl)methanone ethyl-4-((2-amino-3,5-dichloro-4-(4,4-difluoropiperidin-1-yl)phenyl)amino)-3-(4-(ethylsulfonyl)phenyl)-4-oxobutanoate C(C)OC(CC(C(=O)NC1=C(C(=C(C(=C1)Cl)N1CCC(CC1)(F)F)Cl)N)C1=CC=C(C=C1)S(=O)(=O)CC)=O.BrC1=CC=C(C=N1)C(=O)C1=CC=C(C=C1)F